N,N-dimethyl-2-[3-methyl-5-[7-morpholino-5-[3-(m-tolyl)pyrazol-1-yl]pyrazolo[1,5-a]pyrimidin-2-yl]pyrazol-1-yl]ethanamine CN(CCN1N=C(C=C1C1=NN2C(N=C(C=C2N2CCOCC2)N2N=C(C=C2)C=2C=C(C=CC2)C)=C1)C)C